3-(aminomethyl)-N-methyl-1-(4-(trifluoromethoxy)phenyl)-1H-pyrazolo[3,4-b]pyridine-4-carboxamide 2,2,2-trifluoroacetate FC(C(=O)O)(F)F.NCC1=NN(C=2N=CC=C(C21)C(=O)NC)C2=CC=C(C=C2)OC(F)(F)F